4-(sec-butoxy)-2-methylbenzaldehyde C(C)(CC)OC1=CC(=C(C=O)C=C1)C